CC=1C=NNC1C 4,5-dimethyl-pyrazole